N-(4-(5-((4-benzylpiperidin-1-yl)methyl)-4H-1,2,4-triazol-3-yl)phenyl)acetamide C(C1=CC=CC=C1)C1CCN(CC1)CC=1NC(=NN1)C1=CC=C(C=C1)NC(C)=O